tert-Butyl 2-((cis)-3,3-difluorohexahydropyrrolo[3,4-b]pyrrol-5(1H)-yl)propanoate FC1([C@H]2[C@@H](NC1)CN(C2)C(C(=O)OC(C)(C)C)C)F